C(#C)C=1C=CC=C2C=C(C=C(C12)C1=C(C=2N=C(N=C(C2C=N1)N1C[C@H]2CC[C@@H](C1)C2O)OC[C@]21CCCN1C[C@@H](C2)F)F)O (1R,5S,8S)-3-(7-(8-ethynyl-3-hydroxynaphthalen-1-yl)-8-fluoro-2-(((2R,7aS)-2-fluorotetrahydro-1H-pyrrolizin-7a(5H)-yl)methoxy)pyrido[4,3-d]pyrimidin-4-yl)-3-azabicyclo[3.2.1]octan-8-ol